NC1=CC=C(OC2=CC(=C(C=C2)NC2=CC=CC=C2)F)C=C1 4-(4-aminophenoxy)-2-fluorophenylaniline